N-(2-((2R,3S)-1-ethyl-2-methylpiperidin-3-yl)-5-fluorothieno[2,3-b]pyridin-4-yl)-6-fluorobenzo[d]thiazol-5-amine C(C)N1[C@@H]([C@H](CCC1)C1=CC=2C(=NC=C(C2NC=2C(=CC3=C(N=CS3)C2)F)F)S1)C